C1(CC1)CNC(CC=1C=C2CCC(NC2=CC1)C1=CC=CC=C1)=O N-(cyclopropylmethyl)-2-(2-phenyl-1,2,3,4-tetrahydroquinoline-6-yl)acetamide